CC(C)(C#CC1=CNC2=NC=C(C=C21)C2=CC=C1CCN(CC1=C2)C)OCCO 2-((2-methyl-4-(5-(2-methyl-1,2,3,4-Tetrahydroisoquinolin-7-yl)-1H-pyrrolo[2,3-b]pyridin-3-yl)but-3-yn-2-yl)oxy)ethan-1-ol